N4-{2-[2-(4-chloro-2-fluorophenyl)-2,6-diazaspiro[3.4]octan-6-yl]phenyl}-N1,N1-dimethylbenzene-1,4-disulfonamide ClC1=CC(=C(C=C1)N1CC2(C1)CN(CC2)C2=C(C=CC=C2)NS(=O)(=O)C2=CC=C(C=C2)S(=O)(=O)N(C)C)F